disecondary butyl peroxydicarbonate C(=O)(OC(C)CC)OOC(=O)OC(C)CC